FC=1C=C(C=CC1F)[C@H]1[C@@H](C1)NC=1C2=C(N=C(N1)C1=NC=NC=C1)SC(=N2)C N-((1R,2S)-2-(3,4-difluorophenyl)cyclopropyl)-2-methyl-5-(pyrimidin-4-yl)thiazolo[5,4-d]pyrimidin-7-amine